NC1=C2C(=NC=N1)N(N=C2C2=CC=C(C1=C2OCO1)NC(C1=CC=C(C=C1)C(F)(F)F)=O)[C@H]1CNCCC1 (R)-N-(7-(4-amino-1-(piperidin-3-yl)-1H-pyrazolo[3,4-d]pyrimidin-3-yl)benzo[d][1,3]dioxol-4-yl)-4-trifluoromethylbenzamide